ClC=1C=NC(=C(C(=O)NC2CCC(CC2)CN2C(N(C3=C2C=CC=C3)CC3=CC=NC=C3)=O)C1)C(F)(F)F 5-chloro-N-((1r,4r)-4-((2-oxo-3-(pyridin-4-ylmethyl)-2,3-dihydro-1H-benzo[d]imidazol-1-yl)methyl)cyclohexyl)-2-(trifluoromethyl)nicotinamide